C(#N)C=1C=C(C=CC1)C=1N=C(SC1C1=CC(=NC(=C1)C)C)NC(=O)N1CC(C1)O N-[4-(3-cyanophenyl)-5-(2,6-dimethyl-4-pyridyl)thiazol-2-yl]-3-hydroxy-azetidine-1-carboxamide